CC1=CC2=C(C3=CC=CC=C3C(=C2C=C1)OC(CCCCC)=O)OC(CCCCC)=O 2-methyl-9,10-bis(n-hexanoyloxy)anthracene